C(C)(C)(C)OC(=O)N1CCC(C2=CC=CC=C12)N1C(N(C2=NC(=NC=C2C1)SC)C1CCCC1)=O 4-(1-cyclopentyl-7-methylsulfanyl-2-oxo-4H-pyrimido[4,5-d]pyrimidin-3-yl)-3,4-dihydro-2H-quinoline-1-carboxylic acid tert-butyl ester